1-(5-Fluoro-1H-indol-3-yl)-2-(methylamino)propan-1-one hydrochloride Cl.FC=1C=C2C(=CNC2=CC1)C(C(C)NC)=O